C[C@@H]1C[C@@H]2[C@@H]3[C@@H]([C@H]([C@@H]([C@@H]([C@]3(CCl)O)OC(=O)C)OC(=O)C)C(C)C)[C@@H](O2)[C@](CCC1=O)(C)OC(=O)C The molecule is an eunicellin diterpenoid isolated from the soft coral Klyxum molle. It has a role as a coral metabolite. It is a macrocycle, a eunicellin diterpenoid, an acetate ester, a cyclic ketone, an oxacycle and an organochlorine compound.